(4-((3-(2,3-difluoro-4-methoxyphenyl)imidazo[1,2-a]pyrazin-8-yl)amino)-2-methylphenyl)(4-(2-(dimethylamino)ethyl)piperazin-1-yl)methanone FC1=C(C=CC(=C1F)OC)C1=CN=C2N1C=CN=C2NC2=CC(=C(C=C2)C(=O)N2CCN(CC2)CCN(C)C)C